tert-Butyl (2S,4R)-2-((benzyloxy)methyl)-4-hydroxypyrrolidine-1-carboxylate C(C1=CC=CC=C1)OC[C@H]1N(C[C@@H](C1)O)C(=O)OC(C)(C)C